methyl-2,2-dimethylpropione tert-Butyl-(1R,2S,5S)-2-((R)-2,2,2-trifluoro-1-hydroxyethyl)-3,8-diazabicyclo[3.2.1]octane-8-carboxylate C(C)(C)(C)OC(=O)N1[C@H]2[C@H](NC[C@@H]1CC2)[C@H](C(F)(F)F)O.CCCC(C(C)(C)C)=O